N<2>,3-ethanoguanine N1=C2NCCN2C=2N=CNC2C1=O